FC(C(=O)[O-])(F)F.COC=1C=C(C=CC2=NC(=NC(=C2)C=CC2=CC(=C(C=C2)OC)OC)OCCCCCCNC(=[NH2+])N)C=CC1OC 6-(4,6-bis(3,4-dimethoxystyryl)pyrimidin-2-oxy)hexylguanidinium trifluoroacetate